OCCOC1=CC=C(C=C1)C1(C2=CC=CC(=C2C=2C(=CC=CC12)C1=CC=CC2=CC=CC=C12)C1=CC=CC2=CC=CC=C12)C1=CC=C(C=C1)OCCO 9,9-bis(4-(2-hydroxyethoxy)phenyl)-4,5-bis(1-naphthyl)fluorene